ClC=1N=CC(=NC1)N1C[C@@H]([C@H](CC1)NC(OC(C)(C)C)=O)O Tert-butyl ((3S,4S)-1-(5-chloropyrazin-2-yl)-3-hydroxypiperidin-4-yl)carbamate